2,5-dimethyl-5,6,7,8-tetrahydroquinolin-4-ol CC1=NC=2CCCC(C2C(=C1)O)C